CC=1C(=NON1)C(=O)N[C@H](C(NC1=NC=CC(=C1)[C@@H](C)N1C(N[C@@H](C1)C(F)(F)F)=O)=O)C1CCC(CC1)C 4-methyl-N-((S)-1-((1r,4S)-4-methylcyclohexyl)-2-oxo-2-((4-((R)-1-((S)-2-oxo-4-(trifluoromethyl)imidazolidin-1-yl)ethyl)pyridin-2-yl)amino)ethyl)-1,2,5-oxadiazole-3-carboxamide